2-(3-ethylsulfanyl-pyridin-2-yl)-7-bromo-1-methyl-5-trifluoromethyl-1H-benzimidazole C(C)SC=1C(=NC=CC1)C1=NC2=C(N1C)C(=CC(=C2)C(F)(F)F)Br